FC1=C(C=CC(=C1)F)C(C(F)F)(C)O 2-(2,4-difluorophenyl)-1,1-difluoropropan-2-ol